Propylene Ether C1C(C)O1